tert-butyl (2S)-3-{4-[2-(2-ethoxyethoxy)ethoxy]phenyl}-2-(1,4,7,10-tetraazacyclododecan-1-yl)propanoate C(C)OCCOCCOC1=CC=C(C=C1)C[C@@H](C(=O)OC(C)(C)C)N1CCNCCNCCNCC1